N-(2-Methoxy-4-(4-methylpiperazin-1-yl)phenyl)-7-((tetrahydro-2H-pyran-4-yl)methyl)-7H-pyrrolo[2,3-d]pyrimidin-2-amine COC1=C(C=CC(=C1)N1CCN(CC1)C)NC=1N=CC2=C(N1)N(C=C2)CC2CCOCC2